C(C)(C)N1N=CC=2C(=CC=CC12)C(=O)O 1-isopropyl-indazole-4-carboxylic Acid